2-chloro-4-((2-(methoxymethyl)benzofuran-7-yl)oxy)benzoic acid ClC1=C(C(=O)O)C=CC(=C1)OC1=CC=CC=2C=C(OC21)COC